CNC(=O)N1CCN(CC1)CC1=CC(=NC=C1)NC=1SC2=C(N1)C=CC(=C2)C2=CC=NC=C2 N-methyl-4-((2-((6-(pyridin-4-yl)benzo[d]-thiazol-2-yl)amino)-pyridin-4-yl)methyl)-piperazine-1-carboxamide